maleic acid monomenthyl ester C1(CC(C(CC1)C(C)C)OC(\C=C/C(=O)O)=O)C